8-fluoro-7-(3-hydroxynaphthalen-1-yl)-4-((1S,5R)-1-methyl-3,8-diazabicyclo[3.2.1]octan-3-yl)quinazoline-6-carbonitrile FC=1C(=C(C=C2C(=NC=NC12)N1C[C@@]2(CC[C@H](C1)N2)C)C#N)C2=CC(=CC1=CC=CC=C21)O